C1(CC1)C=1NC(=NN1)C1CC2(CN(C2)C(=O)N2CC(C2)C2=NC=C(N=C2)NCC2(CC2)C(F)(F)F)C1 [6-(5-cyclopropyl-4H-1,2,4-triazol-3-yl)-2-azaspiro[3.3]heptan-2-yl]-[3-[5-[[1-(trifluoromethyl)cyclopropyl]methylamino]pyrazin-2-yl]azetidin-1-yl]methanone